4-[(2R)-3,4-Dimethylpent-4-en-2-yl]-5-pentylbenzene-1,3-diol CC([C@@H](C)C1=C(C=C(C=C1CCCCC)O)O)C(=C)C